deutero-N,N-dimethyltryptamine [2H]C(N(C)C)CC1=CNC2=CC=CC=C12